OCCC(C)(C1=CC(=CC=C1)C(F)(F)F)NS(=O)C(C)(C)C N-{4-hydroxy-2-[3-(trifluoromethyl)phenyl]butan-2-yl}-2-methylpropan-2-sulfinamide